8-{[6-(tert-Butoxy)-5-(pyrrolidin-1-carbonyl)pyridin-2-yl]amino}-6-{[(1R,2R)-2-hydroxycyclohexyl]amino}imidazo[1,2-b]pyridazin-3-carbonitril C(C)(C)(C)OC1=C(C=CC(=N1)NC=1C=2N(N=C(C1)N[C@H]1[C@@H](CCCC1)O)C(=CN2)C#N)C(=O)N2CCCC2